C(CCCCCCCCCCCCCCCCCCCCCCCCCC)O heptacosyl alcohol